CC=1C=C(SC1)C1=NN=CC2=CC=CC=C12 4-(4-methylthiophen-2-yl)phthalazin